tert-Butyl (3S)-3-[(1R)-1-hydroxy-2-[[2-(4-methoxybenzoyl)-3,4-dihydro-1H-isoquinoline-6-carbonyl]amino]ethyl]-7-(oxazol-5-ylmethoxy)-3,4-dihydro-1H-isoquinoline-2-carboxylate O[C@H](CNC(=O)C=1C=C2CCN(CC2=CC1)C(C1=CC=C(C=C1)OC)=O)[C@H]1N(CC2=CC(=CC=C2C1)OCC1=CN=CO1)C(=O)OC(C)(C)C